N-(4-((2-(1,1-difluoroethyl)-6-methylpyrimidin-4-yl)amino)-5-ethylpyridin-2-yl)acetamide FC(C)(F)C1=NC(=CC(=N1)NC1=CC(=NC=C1CC)NC(C)=O)C